NC=1C2=C(N=CN1)N(C(=C2C2=CC=C(C=C2)OC2=CC=CC=C2)C#CC2CCN(CC2)C(C=C)=O)C(CO)C 1-(4-{2-[4-amino-7-(1-hydroxypropan-2-yl)-5-(4-phenoxyphenyl)-7H-pyrrolo[2,3-d]pyrimidin-6-yl]ethynyl}piperidin-1-yl)prop-2-en-1-one